(1R)-9-cyclopropyl-1-methyl-N-(1-methylcyclopropyl)-4-[(1-methylpyrazol-4-yl)methyl]-5-oxo-1H,2H-imidazo[1,2-a]quinazoline-7-sulfonamide C1(CC1)C=1C=C(C=C2C(N(C=3N(C12)[C@@H](CN3)C)CC=3C=NN(C3)C)=O)S(=O)(=O)NC3(CC3)C